C(=O)C=1C=C(C=C(C1O)OC)NC(=O)NC=1C=NC=CC1 1-(3-formyl-4-hydroxy-5-methoxyphenyl)-3-(pyridin-3-yl)urea